ClC=1C(C=C(C(C1Cl)=O)Cl)=O 2,3,5-trichloro-1,4-benzoquinone